ClC(C#N)C(C)Cl 2,3-dichlorobutyronitrile